7-((6,6-difluorobicyclo[3.1.0]hexane-3-yl)amino)-3,4-dihydroisoquinoline-2(1H)-carboxylic acid tert-butyl ester C(C)(C)(C)OC(=O)N1CC2=CC(=CC=C2CC1)NC1CC2C(C2C1)(F)F